NC1=C(SC=2N=C(N=CC21)C)C(=O)NC2CC=1C=CC(=NC1CC2)N2CC(C(C2)OC(COC)(C)C)N 5-amino-N-(2-{3-amino-4-[(1-methoxy-2-methylpropan-2-yl)oxy]pyrrolidin-1-yl}-5,6,7,8-tetrahydroquinolin-6-yl)-2-methylthieno[2,3-d]pyrimidine-6-carboxamide